1-O-tert-butyl 5-O-(1,3-dioxoisoindol-2-yl) (2S)-2-(9H-fluoren-9-ylmethoxycarbonylamino)pentanedioate C1=CC=CC=2C3=CC=CC=C3C(C12)COC(=O)N[C@H](C(=O)OC(C)(C)C)CCC(=O)ON1C(C2=CC=CC=C2C1=O)=O